NC1=C(SC2=NC(=C(C=C21)F)C)C(=O)NC2CC=1C=CC(=NC1CC2)N2CC1(CCN1)C(C2)OC 3-amino-5-fluoro-N-(2-{8-methoxy-1,6-diazaspiro[3.4]octan-6-yl}-5,6,7,8-tetrahydroquinolin-6-yl)-6-methylthieno[2,3-b]pyridine-2-carboxamide